(1S,2R)-2-(((4-Fluoro-2-(4'-fluoro-2'-(4-methyl-4H-1,2,4-triazol-3-yl)-[1,1'-biphenyl]-3-yl)-7-methylbenzo[d]oxazol-5-yl)methyl)amino)cyclopentan-1-ol FC1=C(C=C(C2=C1N=C(O2)C=2C=C(C=CC2)C2=C(C=C(C=C2)F)C2=NN=CN2C)C)CN[C@H]2[C@H](CCC2)O